FC1=CC=C(OC2=CC=C(C=N2)S(=O)(=O)N2[C@@H]([C@@H]3CC[C@H](C2)N3C(=O)OCC)C(=O)OC)C=C1 8-ethyl 2-methyl (1s,2s,5r)-3-((6-(4-fluorophenoxy) pyridin-3-yl) sulfonyl)-3,8-diazabicyclo[3.2.1]octane-2,8-dicarboxylate